C(N)(=O)[C@H]1N2C(N([C@@H](C(=C1)C)C2)OC(C(=O)[O-])F)=O |&1:7| ((2S,SR)-2-carbamoyl-4-methyl-7-oxo-1,6-diazabicyclo[3.2.1]oct-3-en-6-yl)oxyl-2-fluoroacetate